Methyl 3-((4-fluorophenyl)ethynyl)-4-((4-(trifluoromethyl)benzyl)sulfonyl)benzoate FC1=CC=C(C=C1)C#CC=1C=C(C(=O)OC)C=CC1S(=O)(=O)CC1=CC=C(C=C1)C(F)(F)F